C(C1=CC=CC=C1)OC(=O)NCC1=NC(=NO1)C=1N(C2=CC=CC(=C2C1)N[C@H]1[C@H](CN(CC1)C(=O)OC(C)(C)C)F)CC(F)(F)F |r| (+/-)-tert-butyl (3S,4R)-4-((2-(5-((((benzyloxy)carbonyl)amino)methyl)-1,2,4-oxadiazol-3-yl)-1-(2,2,2-trifluoroethyl)-1H-indol-4-yl)amino)-3-fluoropiperidine-1-carboxylate